(3,3-difluorocyclobutyl)(6-(2-methyl-1,3-benzoxazol-6-yl)thieno[2,3-b]pyridin-2-yl)methanol FC1(CC(C1)C(O)C1=CC=2C(=NC(=CC2)C2=CC3=C(N=C(O3)C)C=C2)S1)F